triazaspiro[4.5]dec-2-en-8-carboxylate N1N=NCC12CCC(CC2)C(=O)[O-]